C(N)(O[C@@H]1CN([C@H](CC1)C)CC1=CC=CC=C1)=O trans-(1-benzyl-6-methylpiperidin-3-yl) carbamate